Triphenylpropylphosphonium bromide [Br-].C1(=CC=CC=C1)C(CC[PH3+])(C1=CC=CC=C1)C1=CC=CC=C1